(S)-(3-((2-(4-chloro-1-methyl-1H-pyrazol-5-yl)-5-fluoropyrimidin-4-yl)oxy)azetidin-1-yl)(5-(5-fluoropyridin-3-yl)-4,5-dihydro-1H-pyrazol-1-yl)methanone ClC=1C=NN(C1C1=NC=C(C(=N1)OC1CN(C1)C(=O)N1N=CC[C@H]1C=1C=NC=C(C1)F)F)C